C=CCCCCCCCCCCCC.[S] sulfur tetradecene